4-[(5-chloro-4-{4-oxa-7-azaspiro[2.5]octan-7-yl}pyrimidin-2-yl)amino]-N-methylbenzenesulfonamide ClC=1C(=NC(=NC1)NC1=CC=C(C=C1)S(=O)(=O)NC)N1CCOC2(CC2)C1